tert-butyl (4-(4-amino-6-formyl-5-(quinolin-3-yl)-7H-pyrrolo[2,3-d]pyrimidin-7-yl)bicyclo-[2.2.1]heptan-1-yl)carbamate NC=1C2=C(N=CN1)N(C(=C2C=2C=NC1=CC=CC=C1C2)C=O)C21CCC(CC2)(C1)NC(OC(C)(C)C)=O